2,3-dihydrobenzo[b][1,4]dioxin-6-sulfonyl chloride O1C2=C(OCC1)C=C(C=C2)S(=O)(=O)Cl